C1(CC1)[C@H](C(F)(F)F)OC1=CC=C(C=N1)C=1N=CC=2N(C1)C(=NN2)C(OC)(F)F (R)-6-(6-(1-cyclopropyl-2,2,2-trifluoroethoxy)pyridin-3-yl)-3-(difluoro(methoxy)methyl)-[1,2,4]triazolo[4,3-a]pyrazine